C([C@H](C=O)O)O triose